ClC1=CC=C(C=N1)CNCC1=C(C=CC=C1F)Cl 1-(6-chloropyridin-3-yl)-N-(2-chloro-6-fluorobenzyl)methylamine